C[C@H]1O[C@H](CC(C1)N1N=C(C2=C1SC(=C2)C(=O)NC2CCC(CC2)N2CCN(CC2)C(C)C)C)C 1-((2r,6s)-2,6-dimeth-yltetrahydro-2H-pyran-4-yl)-N-((1r,4r)-4-(4-isopropylpiperazin-1-yl)cyclohexyl)-3-methyl-1H-thieno[2,3-c]pyrazole-5-carboxamide